ClC1=CC2=C(N=NN(C2=O)C(CNC(C2=C(C=CC=C2)C(F)(F)F)=O)(C)C)C=C1 N-(2-(6-chloro-4-oxobenzo[d][1,2,3]triazin-3(4H)-yl)-2-methylpropyl)-2-(trifluoromethyl)Benzamide